C1(CCC1)N1C2CC(CC1CC2)N2CCC(CC2)C=2C=C(C1=C(N(C(=N1)C1=CC(=C(C=C1)S(=O)(=O)C)F)C)C2)C 6-(1-(8-Cyclobutyl-8-azabicyclo[3.2.1]octan-3-yl)piperidin-4-yl)-2-(3-fluoro-4-(methylsulfonyl)phenyl)-1,4-dimethyl-1H-benzo[d]imidazol